methyl 7-formylthieno[3,2-b]pyridine-5-carboxylate C(=O)C1=C2C(=NC(=C1)C(=O)OC)C=CS2